5-Chloro-2-(3-(1,3-dioxoisoindolin-2-yl)-4,4-difluoro-5-methylpiperidin-1-yl)-6-((3-(3-hydroxy-3-methylbutyl)-1-methyl-2-oxo-2,3-dihydro-1H-benzo[d]imidazol-5-yl)amino)nicotinonitrile ClC=1C(=NC(=C(C#N)C1)N1CC(C(C(C1)C)(F)F)N1C(C2=CC=CC=C2C1=O)=O)NC1=CC2=C(N(C(N2CCC(C)(C)O)=O)C)C=C1